BrC=1C(=CC(=C(C1)N1CC(\C=C\C=C1)(CC)CC)C#C)OC (E)-1-(5-bromo-2-ethynyl-4-methoxyphenyl)-3,3-diethylazepin